OC1(CCN(CC1)C(CC(C)C1=CC=CC=C1)=O)CN1C=NC=2C(C1=O)=NN(C2C2=CC=C(CNCCCNC(CCCCCCCC(=O)N)=O)C=C2)C N9-(3-((4-(6-((4-hydroxy-1-(3-phenylbutanoyl)piperidin-4-yl)methyl)-2-methyl-7-oxo-6,7-dihydro-2H-pyrazolo[4,3-d]pyrimidin-3-yl)benzyl)amino)propyl)nonanediamide